(4-amino-2-bromo-6-chlorophenoxy)-4-dideuteromethyl-5-deuteropyridazin-3(2H)-one NC1=CC(=C(ON2N=CC(=C(C2=O)C([2H])[2H])[2H])C(=C1)Cl)Br